OC1(CCC(CC1)C(=O)OCC)CCC Ethyl 4-hydroxy-4-propylcyclohexanecarboxylate